[Au].C(CCCCCCCCCCCCCCC)S hexadecanethiol gold